BrCCC[C@@H](C(=O)OC(C)(C)C)N(C)C(=O)OC(C)(C)C tert-butyl (S)-5-bromo-2-((tert-butoxycarbonyl)(methyl)amino)pentanoate